FC(C1=NN=C(O1)C1=CC=C2CN(C(C2=C1)=O)N(C(OCCOC)=O)CC1=CC=C(C=C1)F)F 2-methoxyethyl {6-[5-(difluoromethyl)-1,3,4-oxadiazol-2-yl]-1-oxo-1,3-dihydro-2H-isoindol-2-yl}[(4-fluorophenyl)methyl]carbamate